2-(4-((allylsulfanyl)methyl)phenyl)-1,3-dithiolane C(C=C)SCC1=CC=C(C=C1)C1SCCS1